4-((2-((1-(6-fluoro-3-methylpyridin-2-yl)cyclopentyl)amino)-3,4-dioxocyclobut-1-en-1-yl)amino)-3-hydroxy-N,N-dimethylpicolinamide FC1=CC=C(C(=N1)C1(CCCC1)NC1=C(C(C1=O)=O)NC1=C(C(=NC=C1)C(=O)N(C)C)O)C